O=C1NC(CCC1C=1C=NC(=NC1)N1CCC2(CN(C2)C2CCN(CC2)NC(OCC2=CC=CC=C2)=O)CC1)=O benzyl (4-(7-(5-(2,6-dioxopiperidin-3-yl)pyrimidin-2-yl)-2,7-diazaspiro[3.5]nonan-2-yl)piperidin-1-yl)carbamate